butyl ether sulfate sodium salt [Na+].S(=O)(=O)([O-])[O-].C(CCC)OCCCC.[Na+]